ethylmethyldioxane C(C)C1(OCCOC1)C